(S)-ethyl 3-amino-3-(2,4-difluoro-2',5,6'-trimethyl-4'-(trifluoromethyl)biphenyl-3-yl)propanoate N[C@@H](CC(=O)OCC)C=1C(=C(C=C(C1F)C)C1=C(C=C(C=C1C)C(F)(F)F)C)F